FC1=C(CNC=2C=C3N(C(N2)=O)CC2N3CCC2)C=CC(=C1)F 3-((2,4-difluorobenzyl)amino)-7,8,8a,9-tetrahydropyrrolo[1',2':3,4]imidazo[1,2-c]pyrimidin-1(6H)-one